COC=1C=C(C=CC1[N+](=O)[O-])S(=O)(=O)NN 3-methoxy-4-nitro-benzenesulfonohydrazide